COC(C=CC1=CC=C(C=C1)C1=CC(=C(C=C1)OCC(=O)OC(C)(C)C)C12CC3CC(CC(C1)C3)C2)=O 3-(3'-adamantan-1-yl-4'-tert-butoxycarbonylmethoxy-biphenyl-4-yl)-acrylic acid methyl ester